nickel-manganese cobalt [Co].[Mn].[Ni]